FC1=C(C(=O)NC2CCOCC2)C=CC=C1 2-fluoro-N-(tetrahydro-2H-pyran-4-yl)benzamide